1-[(5-Nitrofuran-2-yl)methyl]-4-(pyridin-3-yl)piperazine [N+](=O)([O-])C1=CC=C(O1)CN1CCN(CC1)C=1C=NC=CC1